2-((1-(3-(4-fluorophenyl)-7-methyl-2-(1-methyl-1H-1,2,3-triazol-5-yl)quinolin-5-yl)ethyl)amino)benzoic acid FC1=CC=C(C=C1)C=1C(=NC2=CC(=CC(=C2C1)C(C)NC1=C(C(=O)O)C=CC=C1)C)C1=CN=NN1C